tert-butyl (R)-(1-(5-aminopyridin-3-yl)-2-ethoxyethyl)carbamate NC=1C=C(C=NC1)[C@H](COCC)NC(OC(C)(C)C)=O